(S)-6-(4-ethoxyphenyl)-N-(1-(2-fluorophenyl)ethoxy)pyrazine-2-carboxamide C(C)OC1=CC=C(C=C1)C1=CN=CC(=N1)C(=O)NO[C@@H](C)C1=C(C=CC=C1)F